8-azabicyclo[3.2.1]Octane-8-carboxylic acid C12CCCC(CC1)N2C(=O)O